(S)-1-((3-fluoro-5-(quinolin-4-yl)pyridin-2-yl)oxy)-2,4-dimethyl-pentan-2-amine FC=1C(=NC=C(C1)C1=CC=NC2=CC=CC=C12)OC[C@](CC(C)C)(N)C